(2S)-3-(3,4-dichlorophenyl)-N1,N1-dimethyl-propane-1,2-diamine ClC=1C=C(C=CC1Cl)C[C@@H](CN(C)C)N